5-amino-4-(3-hydroxy-2,6-dimethylphenyl)-8-(2-methoxyethyl)-2-methyl-7,8-dihydro-1,3,4,7,8,9-hexaazabenzo[cd]cyclopenta[f]azulen-6(4H)-one NC=1N(C=2C3=C(C4=C(NC(C13)=O)N(N=C4)CCOC)N=C(N2)C)C2=C(C(=CC=C2C)O)C